C1(CC1)C1=CC=C(N=N1)N1CCN(CC1)C(CN1N=NN=C1)=O 1-(4-(6-cyclopropylpyridazin-3-yl)piperazin-1-yl)-2-(1H-tetrazol-1-yl)ethan-1-one